COC=1C=C(C=CC1)C1=NN2C(OCC2)=C1C=1C=C2N=CC=NC2=CC1 6-(3-Methoxyphenyl)-7-(quinoxalin-6-yl)-2,3-dihydropyrazolo[5,1-b]oxazole